NOC[C@@H](C)NC(OC(C)(C)C)=O (R)-tert-butyl (1-(aminooxy)propan-2-yl)carbamate